FC1=CC=C(CS(=O)(=O)C=2C=C(C=C(C2)N2CCOCC2)C=2C=NC(=NC2)NCCNC(OC(C)(C)C)=O)C=C1 tert-butyl (2-((5-(3-((4-fluorobenzyl)sulfonyl)-5-morpholinophenyl)pyrimidin-2-yl)amino)ethyl)carbamate